[3-(5-fluoroindol-1-yl)cyclobutyl]methanone FC=1C=C2C=CN(C2=CC1)C1CC(C1)C=O